C(CC)N1C[C@H](CC1)NC1=NC=CN=C1 N-((S)-1-propylpyrrolidin-3-yl)pyrazin-2-amine